(4-butoxy-3-methoxy-phenyl)-[2-methyl-6-(trifluoromethyl)spiro[3,4-dihydropyrrolo[1,2-a]pyrazin-1,4'-piperidin]-1'-yl]methanone C(CCC)OC1=C(C=C(C=C1)C(=O)N1CCC2(CC1)C=1N(CCN2C)C(=CC1)C(F)(F)F)OC